5-chloro-4-(6,6-difluoro-1,4-diazepan-1-yl)-2-(2-fluoro-4-pyridinyl)-1H-pyrimidin-6-one ClC1=C(N=C(NC1=O)C1=CC(=NC=C1)F)N1CCNCC(C1)(F)F